C1=C(C=CC=2C3=CC=CC=C3C=CC12)C1=CC=C(C=C1)N1C2=CC=C(C=C2C=2C=C(C=CC12)C=1C=NC2=CC=CC=C2C1)C=1C=NC2=CC=CC=C2C1 9-(4-phenanthren-2-yl-phenyl)-3,6-di-quinolin-3-yl-9H-carbazole